[N+](=O)([O-])C1=CC=C(C=C1)C(CNC(C)=O)=C=O N-[2-(4-nitrophenyl)-2-carbonyl-ethyl]-acetamide